methyl 4-(1-[(tert-butoxy)carbonyl]aminocyclopropyl)benzoate C(C)(C)(C)OC(=O)NC1(CC1)C1=CC=C(C(=O)OC)C=C1